CC(CN1CCCC1)(C)NC(=O)C=1C2=CC=CC2=CC1 pentalene-4-carboxylic acid (1,1-dimethyl-2-pyrrolidin-1-yl-ethyl)-amide